hydroxy-3,5,7,3',5'-pentamethoxyl-flavone tert-butyl-2-methyl-4-(2-methyl-4-(6-(1-methyl-1H-pyrazol-4-yl)pyrrolo[2,1-f][1,2,4]triazin-4-yl)benzyl)-3-oxopiperazine-1-carboxylate C(C)(C)(C)C1(N(CCN(C1=O)CC1=C(C=C(C=C1)C1=NC=NN2C1=CC(=C2)C=2C=NN(C2)C)C)C(=O)O)C.OC=2C(=C1C(C(=C(OC1=CC2OC)C2=CC(=CC(=C2)OC)OC)OC)=O)OC